2-Chloro-N1-(1-ethyl-1H-tetrazol-5-yl)-N3-methoxy-N3-methyl-4-(methylsulfonyl)isophthalamid ClC1=C(C(=O)NC2=NN=NN2CC)C=CC(=C1C(=O)N(C)OC)S(=O)(=O)C